NC1=NNC2=C(C=C(C=C12)C1=C2C(=NC=C1)NC=C2)C#CCO 3-(3-Amino-5-(1H-pyrrolo[2,3-b]pyridin-4-yl)-1H-indazol-7-yl)prop-2-yn-1-ol